BrC=1C=CC=2N(C1)C=C(N2)NC(=O)C2(CCOCC2)F N-(6-Bromoimidazo[1,2-a]pyridin-2-yl)-4-fluorotetrahydro-2H-pyran-4-carboxamide